FC1=CC=C(C=C1)C1=NN(C(=N1)OC)CC1=CC(=NC=C1)C(F)(F)F 4-[[3-(4-fluorophenyl)-5-methoxy-1H-1,2,4-triazol-1-yl]methyl]-2-(trifluoromethyl)pyridine